FC(C1(CC1)C1=CC=C(C=C1)C(C)=O)(F)F 1-(4-(1-(trifluoromethyl)cyclopropyl)phenyl)ethan-1-one